C(C)C1=C(C(=CC=C1)CC)NC(=O)NS(=O)(=O)C=1SC(=CN1)C(C)(C)O N-(2,6-diethylphenylcarbamoyl)-5-(2-hydroxypropan-2-yl)thiazole-2-sulfonamide